FC1=C(COC=2C=C3CCC(C3=CC2)N2CC(C2)C(=O)O)C=C(C=C1F)F 1-(5-((2,3,5-trifluorobenzyl)oxy)-2,3-dihydro-1H-inden-1-yl)azetidine-3-carboxylic acid